N1=CC(=CC=C1)C(=O)C1=NC=CC=C1 pyridin-2-yl (pyridin-3-yl) ketone